tert-Butyl (3-(6-((2-((2-bromo-6-methoxypyridin-3-yl)carbamoyl)-4-fluoro-5-(trifluoromethyl)phenyl)amino)-2,3-difluorophenyl)butyl)carbamate BrC1=NC(=CC=C1NC(=O)C1=C(C=C(C(=C1)F)C(F)(F)F)NC1=CC=C(C(=C1C(CCNC(OC(C)(C)C)=O)C)F)F)OC